methyl 3-(benzyloxy)-1-((tert-butoxycarbonyl)amino)-5-((2,4-difluorobenzyl)carbamoyl)-4-oxo-1,4-dihydropyridine-2-carboxylate C(C1=CC=CC=C1)OC1=C(N(C=C(C1=O)C(NCC1=C(C=C(C=C1)F)F)=O)NC(=O)OC(C)(C)C)C(=O)OC